NC(C(=O)O)CC=1N=NNN1 2-amino-3-(2H-tetrazol-5-yl)propanoic acid